COC(C1=C(C(=C(C=C1)O)O)C)=O methyl-3,4-dihydroxy-2-methylbenzoate